2-ethyl-1'-[(1-ethylsulfonylazetidin-3-yl)methyl]-2'-methyl-spiro[6,7-dihydrothieno[3,2-c]pyran-4,4'-piperidine] C(C)C1=CC2=C(CCOC23CC(N(CC3)CC3CN(C3)S(=O)(=O)CC)C)S1